2-((7-Bromonaphthalen-2-yl)oxy)-N-cycloheptylacetamide BrC1=CC=C2C=CC(=CC2=C1)OCC(=O)NC1CCCCCC1